4-Methyl-2,4-dihydro-3H-1,2,4-triazol-3-one CN1C(NN=C1)=O